tert-Butyl (3-((4-((11R,Z)-6-amino-11-((4-hydroxybenzyl)carbamoyl)-4,13-dioxo-14-phenyl-3,5,7,12-tetraazatetradec-5-en-14-yl)phenyl)amino)propyl)carbamate N/C(=N/C(NCC)=O)/NCCC[C@@H](NC(C(C1=CC=CC=C1)C1=CC=C(C=C1)NCCCNC(OC(C)(C)C)=O)=O)C(NCC1=CC=C(C=C1)O)=O